3'-O-phthalimido-5'-O-tert-Butyldimethylsilyl-N6-((Dimethylamino)methylene)-2-chloro-2'-deoxyadenosine C1(C=2C(C(N1O[C@H]1C[C@@H](O[C@@H]1CO[Si](C)(C)C(C)(C)C)N1C=NC=3C(N=CN(C)C)=NC(=NC13)Cl)=O)=CC=CC2)=O